6-[4-[cis-5-methyl-2,3,3a,4,6,6a-hexahydropyrrolo[2,3-c]pyrrol-1-yl]-5-cyano-6-fluoro-8-(methylamino)-9H-pyrido[2,3-b]indol-3-yl]-1-methyl-4-oxo-1,8-naphthyridine-3-carboxylic acid CN1C[C@@H]2[C@H](C1)CCN2C2=C(C=NC=1NC3=C(C=C(C(=C3C12)C#N)F)NC)C=1C=C2C(C(=CN(C2=NC1)C)C(=O)O)=O